CN(C)CC1=C(C(=CC(=C1)CN(C)C)CN(C)C)O 2,4,6-tris[(dimethylaminomethyl)]phenol